1-diisopropylphosphoryl-heptane C(C)(C)P(=O)(C(C)C)CCCCCCC